sodium bis-(2-ethylsulfanyl) sulfosuccinate S(=O)(=O)(O)C(C(=O)OSCC)CC(=O)OSCC.[Na]